FC1(CCN(CC1)C1=NC2=CC(=C(C=C2C(=N1)NC(CC1CCC(CC1)O)C)OC)OCCCN1CCCC1)F 4-(2-((2-(4,4-difluoropiperidin-1-yl)-6-methoxy-7-(3-(pyrrolidin-1-yl)propoxy)quinazolin-4-yl)amino)propyl)cyclohexan-1-ol